NC1=C2C(=NC=N1)N(N=C2)CC(=O)N(C2CC2)CC(=O)NC2=NC(=CC=C2)Br 2-(4-amino-1H-pyrazolo[3,4-d]pyrimidin-1-yl)-N-(2-((6-bromopyridin-2-yl)amino)-2-oxoethyl)-N-cyclopropylacetamide